N1CC(CC1)C=1NC(C=2CCCCC2C1)=O 3-(pyrrolidin-3-yl)-5,6,7,8-tetrahydroisoquinolin-1(2H)-one